tri(2-aminoethyl)amine copper (II) [Cu+2].NCCN(CCN)CCN